4-[2-fluoro-4-(methylsulfonyl)phenyl]-2-(morpholin-4-yl)-8-[1-(tetrahydro-2H-pyran-2-yl)-1H-pyrazol-5-yl]-1,7-naphthyridine FC1=C(C=CC(=C1)S(=O)(=O)C)C1=CC(=NC2=C(N=CC=C12)C1=CC=NN1C1OCCCC1)N1CCOCC1